tert-butyl ((5-((3-methoxy-5-(1-(methoxymethyl)-1H-pyrazol-4-yl)phenyl)sulfonyl)thiazol-2-yl)methyl)carbamate COC=1C=C(C=C(C1)C=1C=NN(C1)COC)S(=O)(=O)C1=CN=C(S1)CNC(OC(C)(C)C)=O